6,6-dimethyl-bicyclo[3.1.1]hept-2-ene-2-ethanol 2-acetate C(C)(=O)OCCC=1C2C(C(CC1)C2)(C)C